2-(6'-bromo-5'-fluoro-1',3'-dioxospiro[cyclopropane-1,4'-isoquinoline]-2'-yl)-N-(5-cyanopyrimidin-2-yl)acetamide BrC=1C(=C2C3(C(N(C(C2=CC1)=O)CC(=O)NC1=NC=C(C=N1)C#N)=O)CC3)F